CC1[N+](CCC1)(CC(=O)O)C Methyl-methyl-carboxymethyl-pyrrolidinium